methyl 3-benzyl-4-(2-(4-methylpiperazin-1-yl)ethoxy)benzoate C(C1=CC=CC=C1)C=1C=C(C(=O)OC)C=CC1OCCN1CCN(CC1)C